FC1=C(C=C(C=C1)NC(C=C)=O)NC1=NC(=NC=C1C(F)(F)F)NC=1C=NN(C1)C N-(4-fluoro-3-((2-((1-methyl-1H-pyrazol-4-yl)amino)-5-(trifluoromethyl)pyrimidin-4-yl)amino)phenyl)acrylamide